FC1=C(C=CC=C1)CC(=O)OC methyl (2-fluorophenyl)acetate